3-fluoro-4-(3-methyl-4-nitro-1H-pyrazol-1-yl)-1-(oxetan-3-yl)piperidine FC1CN(CCC1N1N=C(C(=C1)[N+](=O)[O-])C)C1COC1